COC(=O)C1N(CCNC1)C(=O)OCC1=CC=CC=C1 piperazine-1,2-dicarboxylic acid 1-benzyl 2-methyl ester